(R)-3,4-difluoro-5,8,8-trimethyl-5-phenyl-5,8,9,10-tetrahydrobenzo[b][1,8]naphthyridin-6(7H)-one FC1=C(C=2[C@@](C3=C(NC2N=C1)CC(CC3=O)(C)C)(C3=CC=CC=C3)C)F